9-fluoro-5,8,8-trimethyl-5-(3-(3-(2,2,2-trifluoroethyl)pyridin-4-yl)phenyl)-5,8,9,10-tetrahydrobenzo[b][1,8]naphthyridin FC1C(C=CC2=C1NC=1N=CC=CC1C2(C2=CC(=CC=C2)C2=C(C=NC=C2)CC(F)(F)F)C)(C)C